tert-Butyl (3-cyano-5-fluoro-4-(5-fluoro-3-((3S,4S)-4-(isopropylamino)-4-methylpyrrolidin-1-yl)-7,9-dihydrofuro[3,4-f]quinazolin-6-yl)benzo[b]thiophen-2-yl)carbamate C(#N)C=1C2=C(SC1NC(OC(C)(C)C)=O)C=CC(=C2C=2C1=C(C=3C=NC(=NC3C2F)N2CC[C@](C2)(C)NC(C)C)COC1)F